6-((1R,3S)-3-(1-isopropyl-4-(trifluoromethyl)-1H-imidazol-2-yl)cyclopentyl)-2-thia-6-azaspiro[3.4]octane 2,2-dioxide C(C)(C)N1C(=NC(=C1)C(F)(F)F)[C@@H]1C[C@@H](CC1)N1CC2(CS(C2)(=O)=O)CC1